azabicyclo[3.2.1]octane-6,7-diol N12CCCC(C(C1O)O)C2